1-methylpiperazine-one CN1C(CNCC1)=O